2-hydroxy-6-[[(3S)-4-[2-(2-hydroxyethyl)pyridine-3-carbonyl]morpholin-3-yl]methoxy]benzaldehyde OC1=C(C=O)C(=CC=C1)OC[C@H]1N(CCOC1)C(=O)C=1C(=NC=CC1)CCO